C1(CC1)COC1=CC=C(C(=C1CN(C=1C(=CC(=C(C1)N1C(NC=2C(C1=O)=C(SC2)C(=O)O)=O)F)OC)C)F)F 3-(5-((6-(cyclopropylmethoxy)-2,3-difluorobenzyl)(methyl)amino)-2-fluoro-4-methoxyphenyl)-2,4-dioxo-1,2,3,4-tetrahydrothieno[3,4-d]pyrimidine-5-carboxylic acid